ethylprop-2-yn-1-ylcarbamate C(C)OC(NCC#C)=O